OC(C)(C)C1=CN=NN1C1CC(NC1)C(=O)N 4-(5-(2-hydroxypropan-2-yl)-1H-1,2,3-triazol-1-yl)pyrrolidin-2-carboxamid